ClC1=NC(=CC(=C1)C)C1=CC(=CC=C1)[N+](=O)[O-] 2-chloro-4-methyl-6-(3-nitrophenyl)pyridine